FC1=C(C(=CC=C1)F)C1=NC=2C(=NN(C2C=2C=C(N=C(C2N1)OC)N1CCOCC1)COCC[Si](C)(C)C)C 2-[[8-(2,6-difluorophenyl)-11-methoxy-5-methyl-13-morpholino-3,4,7,9,12-pentazatricyclo[8.4.0.02,6]tetradeca-1(10),2(6),4,7,11,13-hexaen-3-yl]methoxy]ethyl-trimethyl-silane